1-(4-fluorophenyl)-1,3-heptanedione FC1=CC=C(C=C1)C(CC(CCCC)=O)=O